(E)-3-(3-methyl-1H-indazol-6-yl)-N-(2-methyl-2,3-dihydro-1H-inden-1-yl)acrylamide CC1=NNC2=CC(=CC=C12)/C=C/C(=O)NC1C(CC2=CC=CC=C12)C